6-fluoro-4-(4-fluorophenyl)-N-(1-methylpyrrolidin-3-yl)-3,4-dihydroquinoxaline-1(2H)-carboxamide FC=1C=C2N(CCN(C2=CC1)C(=O)NC1CN(CC1)C)C1=CC=C(C=C1)F